methyl 5-bromo-1H-pyrrole-3-carboxylate BrC1=CC(=CN1)C(=O)OC